[Ru](=O)(=O)(=O)=O Ruthenium(VIII) Oxide